tert-butyl N-[(2S)-1-[(2S,4R)-4-hydroxy-2-{[(1S)-2-hydroxy-1-[4-(4-methyl-1,3-thiazol-5-yl)phenyl]ethyl] carbamoyl}pyrrolidin-1-yl]-3,3-dimethyl-1-oxobutan-2-yl]carbamate O[C@@H]1C[C@H](N(C1)C([C@H](C(C)(C)C)NC(OC(C)(C)C)=O)=O)C(N[C@H](CO)C1=CC=C(C=C1)C1=C(N=CS1)C)=O